2-methyl-N-[4-(4,4,5,5-tetramethyl-1,3,2-dioxaborolan-2-yl)phenyl]prop-2-enamide ethyl-2-amino-2-(5-chloropyrazin-2-yl)acetate hydrochloric acid salt Cl.C(C)OC(C(C1=NC=C(N=C1)Cl)N)=O.CC(C(=O)NC1=CC=C(C=C1)B1OC(C(O1)(C)C)(C)C)=C